FC1=NC(=CC(=C1)C=1C=CC=C(C1)O)OC 5-(2-fluoro-6-methoxypyridin-4-yl)phenol